3,3,3-Trifluoroprop-1-en-2-yl 3-(4,6-dimethyl-3-phenyl-1H-indazol-1-yl)-2,2-dimethylpropanoate CC1=C2C(=NN(C2=CC(=C1)C)CC(C(=O)OC(=C)C(F)(F)F)(C)C)C1=CC=CC=C1